C(=C)(C)C1=C(C(=CC=C1)C(C)C)O 2-isopropenyl-6-isopropyl-phenol